gold-copper [Cu].[Au]